tert-butyl 4-fluoro-3-(piperidin-4-yl)benzylcarbamate FC1=C(C=C(CNC(OC(C)(C)C)=O)C=C1)C1CCNCC1